CC=1N=C(SC1C)NC(=O)C1=C(C=CC=C1)NC(CCOCCOCCOCCC(=O)OCC1=CC=CC=C1)=O benzyl 3-(2-(2-(3-((2-((4,5-dimethylthiazol-2-yl)carbamoyl)phenyl)amino)-3-oxopropoxy)ethoxy)ethoxy)propanoate